1,2-dimethyl-3H-benzo[b]cyclopenta[d]thiophene CC1=C(CC2=C1C1=C(S2)C=CC=C1)C